C(C)(=O)N1CC(C1)CN1CC(=CC=C1)NC=1C=C2N=CC=NC2=C(C1)C1=CC=C2C=CN(C2=C1)C N-[(1-acetylazetidin-3-yl)methyl]-3-{[8-(1-methyl-1H-indol-6-yl)quinoxalin-6-yl]amino}pyridine